3-amino-N-[(3R)-7-[(3S,4S)-3-(fluoromethyl)-4-(methylamino)pyrrolidin-1-yl]-3,4-dihydro-2H-1-benzopyran-3-yl]-6-methylthieno[2,3-b]pyridine-2-carboxamide NC1=C(SC2=NC(=CC=C21)C)C(=O)N[C@H]2COC1=C(C2)C=CC(=C1)N1C[C@@H]([C@@H](C1)NC)CF